6-((1S,2R)-2-(5-methyl-1,3,4-oxadiazol-2-yl)cyclobutyl)-4-oxo-1-((S)-1-(6-(trifluoromethyl)-pyridin-3-yl)ethyl)-4,5-dihydro-1H-pyrazolo[3,4-d]pyrimidine-3-carbonitrile CC1=NN=C(O1)[C@H]1[C@H](CC1)C=1NC(C2=C(N1)N(N=C2C#N)[C@@H](C)C=2C=NC(=CC2)C(F)(F)F)=O